octafluoroundecyl-ammonium FC(C(C(F)(F)[NH3+])(F)F)CCCCCCCC(F)(F)F